CCC1SC(SS1)CC (+/-)-3,5-DIETHYL-1,2,4-TRITHIOLANE